6-azapentalene C1=CC=C2C=CN=C12